(Z)-1-acetyl-3-((5-(tert-butyl)-1H-imidazol-4-yl)methylene)piperazine C(C)(=O)N1C/C(/NCC1)=C/C=1N=CNC1C(C)(C)C